NC[C@@H]1N(CCC1)C1=CC=CC(=N1)C1=NC2=CC(=NC=C2C=C1)CNC(C1=CN=CC(=C1)S(=O)(=O)C)=O |r| (Racemic)-N-((2-(6-(2-(aminomethyl)pyrrolidin-1-yl)pyridin-2-yl)-1,6-naphthyridin-7-yl)methyl)-5-(methylsulfonyl)nicotinamide